C(CCCCCC(=O)[O-])(=O)OCCCCCCCCC nonyl heptanedioate